O=C1NC(=CC=C1C(=O)NC1CN(CC2=CC=CC=C12)CCNC(OC(C)(C)C)=O)C(F)(F)F tert-butyl (2-(4-(2-oxo-6-(trifluoromethyl)-1,2-dihydropyridine-3-carboxamido)-3,4-dihydroisoquinolin-2(1H)-yl)ethyl)carbamate